8-((4-(4-(trifluoromethyl)piperidin-1-yl)phenyl)amino)-2,3-dihydrobenzo[b][1,4]oxazepin-4(5H)-one FC(C1CCN(CC1)C1=CC=C(C=C1)NC=1C=CC2=C(OCCC(N2)=O)C1)(F)F